O=C1C2CSC(CN1)N2 2-oxo-3,8-diaza-6-thiabicyclo[3.2.1]octane